N-(4'-((3,4-dimethoxy-6-(methylsulfonyl)pyridin-2-yl)amino)-5-fluoro-[2,3'-bipyridin]-6'-yl)acetamide COC=1C(=NC(=CC1OC)S(=O)(=O)C)NC1=C(C=NC(=C1)NC(C)=O)C1=NC=C(C=C1)F